3-(1-isopropyl-1H-benzo[d][1,2,3]triazol-5-yl)-5-(3-methylpyrazin-2-yl)-1,2,4-oxadiazole C(C)(C)N1N=NC2=C1C=CC(=C2)C2=NOC(=N2)C2=NC=CN=C2C